CCCCC/C=C\\C/C=C\\C/C=C\\C/C=C\\CCCCCCC/C=C/C(=O)SCCNC(=O)CCNC(=O)[C@@H](C(C)(C)COP(=O)(O)OP(=O)(O)OC[C@@H]1[C@H]([C@H]([C@@H](O1)N2C=NC3=C(N=CN=C32)N)O)OP(=O)(O)O)O The molecule is an unsaturated fatty acyl-CoA that results from the formal condensation of the thiol group of coenzyme A with the carboxy group of (2E,11Z,14Z,17Z,20Z)-hexacosapentaenoic acid. It is an unsaturated fatty acyl-CoA and a very long-chain fatty acyl-CoA. It is a conjugate acid of a (2E,11Z,14Z,17Z,20Z)-hexacosapentaenoyl-CoA(4-).